(2S,3S,4R,5R)-5-(2-(5-chloropyridin-3-yl)-6-(cyclopentylamino)-9H-purin-9-yl)-3,4-dihydroxyl-N-(methyl-d3)-tetrahydrofuran-2-carboxamide ClC=1C=C(C=NC1)C1=NC(=C2N=CN(C2=N1)[C@H]1[C@@H]([C@@H]([C@H](O1)C(=O)NC([2H])([2H])[2H])O)O)NC1CCCC1